(1R,3S)-3-(3-((5-formyl-6-hydroxyisoquinolin-1-yl)amino)-1H-pyrazol-5-yl)cyclopentyl (1-methylcyclopropyl)carbamate CC1(CC1)NC(O[C@H]1C[C@H](CC1)C1=CC(=NN1)NC1=NC=CC2=C(C(=CC=C12)O)C=O)=O